BrCCOC1=C(C(N(N=C1)COCC[Si](C)(C)C)=O)C(F)(F)F 5-(2-bromoethoxy)-4-(trifluoromethyl)-2-[[2-(trimethylsilyl)ethoxy]methyl]-2,3-dihydropyridazin-3-one